OC1=NC=NC2=CC=C(C=C12)NC(=O)C=1OCC(N1)(C)C 4-hydroxy-6-(4,4-dimethyl-4,5-dihydro-oxazole-2-amido)quinazoline